2-bromo-5H-pyrido[3,2-d][1,3,4]thiadiazolo[3,2-a]pyrimidin-5-one BrC1=NN2C(=NC3=C(C2=O)N=CC=C3)S1